C(C)(=O)O.S(=O)(=O)(O)[Na] sulfosodium acetate